6-morpholinonicotinoyl chloride O1CCN(CC1)C1=NC=C(C(=O)Cl)C=C1